FC(C=1C=CC=2N(N1)C(=CN2)C2=CC(=NC=N2)N2CC(CC2)CCNS(=O)(=O)C)F N-(2-(1-(6-(6-(Difluoromethyl)imidazo[1,2-b]pyridazin-3-yl)pyrimidin-4-yl)pyrrolidin-3-yl)ethyl)methanesulfonamide